7-chloro-2-methyl-6-(4,4,5,5-tetramethyl-1,3,2-dioxaborolan-2-yl)-1,3-benzothiazole ClC1=C(C=CC=2N=C(SC21)C)B2OC(C(O2)(C)C)(C)C